5-chloro-6-(4-(1H-pyrazol-1-yl)benzyl)-2-(tetrahydrofuran-2-ylmethyl)isoindolin-1-one ClC=1C=C2CN(C(C2=CC1CC1=CC=C(C=C1)N1N=CC=C1)=O)CC1OCCC1